vinyl-tri(isopropenyloxy)silane C(=C)[Si](OC(=C)C)(OC(=C)C)OC(=C)C